N[C@H](C(=O)N[C@H](C(=O)NC1=CC=C(C=C1)CO)CCCNC(=O)N)C(C)C (S)-2-[(S)-2-amino-3-methylbutanamido]-N-[4-(hydroxymethyl)phenyl]-5-ureidopentanamide